CC1NC(CC(C1)=O)C 2,6-dimethyl-piperidin-4-one